ClC=1C=CC(=C2C=CC=NC12)N1C[C@@H](C[C@@H](C1)C)NCC1=CC=C(C=C1)N1CCNCC1 (3R,5S)-1-(8-chloro-5-quinolinyl)-5-methyl-N-[(4-piperazin-1-ylphenyl)methyl]piperidin-3-amine